N-{3-[6-Amino-8-(6-dimethylamino-benzo[1,3]dioxol-5-ylsulfanyl)-purin-9-yl]-propyl}-isobutyramide NC1=C2N=C(N(C2=NC=N1)CCCNC(C(C)C)=O)SC1=CC2=C(OCO2)C=C1N(C)C